N-[1-(difluoromethyl)-3-methyl-pyrazol-4-yl]-4,5-dimethyl-5-(trifluoromethyl)tetrahydrofuran-2-carboxamide FC(N1N=C(C(=C1)NC(=O)C1OC(C(C1)C)(C(F)(F)F)C)C)F